(Z)-3-Amino-3-ethoxy-prop-2-enenitrile N/C(=C/C#N)/OCC